C1C(CC2C=CC3=CC=CC4=CC=C1C2=C34)C3=CC=C(C=C3)C3=C(C=CC(=C3)N)C3=CC=CC=C3 (4-(tetrahydropyren-2-yl)phenyl)-[1,1'-biphenyl]-4-amine